((4-methoxybenzyl)oxy)propan-1-ol COC1=CC=C(COC(CC)O)C=C1